1,4-bis(4-Phenoxybenzoyl)benzene tert-butyl-(3-acetyl-5-(1,1-difluoro-2-hydroxy-2-methylpropyl)phenyl)carbamate C(C)(C)(C)N(C(O)=O)C1=CC(=CC(=C1)C(C(C)(C)O)(F)F)C(C)=O.O(C1=CC=CC=C1)C1=CC=C(C(=O)C2=CC=C(C=C2)C(C2=CC=C(C=C2)OC2=CC=CC=C2)=O)C=C1